4-[4-(5-Cyclobutylmethoxymethyl-thiophen-3-yl)-2,6-difluoro-phenoxy]-butyric acid C1(CCC1)COCC1=CC(=CS1)C1=CC(=C(OCCCC(=O)O)C(=C1)F)F